N[C@H](C(=O)O)CCC1=C(C=C(C=C1)F)F (2S)-2-amino-4-(2,4-difluoro-phenyl)butanoic acid